2-(4-chlorobenzyl)-8-methyl-N-(2-methylbenzyl)-4,5-dihydro-2H-furo[2,3-g]indazole-7-carboxamide ClC1=CC=C(CN2N=C3C4=C(CCC3=C2)OC(=C4C)C(=O)NCC4=C(C=CC=C4)C)C=C1